CC1CN(CCC1)C1=NC=C(C=C1)B1OC(C(O1)(C)C)(C)C 2-(3-methylpiperidin-1-yl)-5-(4,4,5,5-tetramethyl-1,3,2-dioxaborolan-2-yl)pyridine